tert-butyl (1R,5S)-3-(8-fluoro-7-(3-fluoro-2-isopropylphenyl)-2-((tetrahydro-1H-pyrrolizin-7a(5H)-yl)methoxy)pyrido[4,3-d]pyrimidin-4-yl)-3,8-diazabicyclo[3.2.1]octane-8-carboxylate FC1=C(N=CC2=C1N=C(N=C2N2C[C@H]1CC[C@@H](C2)N1C(=O)OC(C)(C)C)OCC12CCCN2CCC1)C1=C(C(=CC=C1)F)C(C)C